ClC=1C(=NC(=NC1)NC)C1=CC=C2CN(C(C2=C1)=O)[C@@H](C(=O)N[C@H](CO)C1=NC(=CC=C1)N(C)C)C (2R)-2-{6-[5-chloro-2-(methylamino)pyrimidin-4-yl]-1-oxo-2,3-dihydro-1H-isoindol-2-yl}-N-[(1S)-1-[6-(dimethylamino)pyridin-2-yl]-2-hydroxyethyl]propanamide